4-[([7-acetamidothieno[3,2-d]pyrimidin-4-yl]amino)-methyl]phenylboronic acid C(C)(=O)NC1=CSC2=C1N=CN=C2NCC2=CC=C(C=C2)B(O)O